C(C)(C)(C)N1C(=NC2=C1C=C(C=C2F)C#N)NC(CC(C(F)(F)F)(C)C)=O N-(1-(tert-butyl)-6-cyano-4-fluoro-1H-benzo[d]imidazol-2-yl)-4,4,4-trifluoro-3,3-dimethylbutanamide